CC1=C(C=NC(=C1)N1N=CC(=C1)CN1C[C@H](OCC1=O)C=1C(=C2COC(C2=CC1)=O)C)C#N (R)-4-methyl-6-(4-((2-(4-methyl-1-oxo-1,3-dihydroisobenzofuran-5-yl)-5-oxomorpholino)methyl)-1H-pyrazol-1-yl)pyridine-3-carbonitrile